C12CCCCC2CCC1 bicyclo-[4.3.0]-nonane